ethyl (S,E)-4-((S)-2-amino-4-methylpentanamido)-5-((S)-2-oxopyrrolidin-3-yl)pent-2-enoate N[C@H](C(=O)N[C@H](/C=C/C(=O)OCC)C[C@H]1C(NCC1)=O)CC(C)C